CN(C=1C=C2C=CC(=CC2=CC1)C(=O)N)C 6-(dimethylamino)naphthalene-2-carboxamide